5-(5-{[(1S,2S,3R)-2-fluoro-8-azabicyclo[3.2.1]octan-3-yl](methyl)amino}pyrazin-2-yl)-1-methyl-1H-1,3-benzodiazol-4-ol F[C@H]1[C@@H]2CCC(C[C@H]1N(C=1N=CC(=NC1)C1=C(C3=C(N(C=N3)C)C=C1)O)C)N2